9H-fluoren-9-ylmethyl-(2S,6R)-6-(4-benzamido-2-oxo-pyrimidin-1-yl)-2-[[bis(4-methoxyphenyl)-phenyl-methoxy]methyl]-2-(triisopropylsilyloxymethyl)morpholine-4-carboxylate C1=CC=CC=2C3=CC=CC=C3C(C12)COC(=O)N1C[C@@](O[C@H](C1)N1C(N=C(C=C1)NC(C1=CC=CC=C1)=O)=O)(CO[Si](C(C)C)(C(C)C)C(C)C)COC(C1=CC=CC=C1)(C1=CC=C(C=C1)OC)C1=CC=C(C=C1)OC